N,N'-hexamethylenebis(methacrylamide) C(C(=C)C)(=O)NCCCCCCNC(C(=C)C)=O